ethylhexyl-thiotriazinone C(C)C1=C(C(NN=N1)=O)SCCCCCC